pentaerythritol tetrakis[3-laurylthiopropionate] C(CCCCCCCCCCC)CCC(=S)OCC(COC(CCCCCCCCCCCCCC)=S)(COC(CCCCCCCCCCCCCC)=S)COC(CCCCCCCCCCCCCC)=S